CN1C(=NC=C1)C(=O)ON=CC1=CC=CC=C1 Benzaldehyde-O-(1-methyl-1H-imidazole-2-carbonyl) oxime